(S)-2-(2-(1-(2-(4-bromophenyl)propan-2-yl)-3-(ethoxymethyl)pyrrolidin-3-yl)ethyl)pyridine BrC1=CC=C(C=C1)C(C)(C)N1C[C@](CC1)(COCC)CCC1=NC=CC=C1